(2R,3R,4R,5R)-2-(((tert-butyldiphenylsilyl)oxy)methyl)-5-(4-chloro-5-iodo-7H-pyrrolo[2,3-d]pyrimidin-7-yl)-3-methyltetrahydrofuran-3,4-diyl diacetate C(C)(=O)O[C@@]1([C@H](O[C@H]([C@@H]1OC(C)=O)N1C=C(C2=C1N=CN=C2Cl)I)CO[Si](C2=CC=CC=C2)(C2=CC=CC=C2)C(C)(C)C)C